NC1=CC(=C(OC2=CC=CN(N2)C2CC2)C(=C1)Cl)Cl 6-(4-amino-2,6-dichlorophenoxy)-2-cyclopropylpyridazin